tert-butyl 14-[(4-{[3-(4-aminophenyl)-1-tert-butyl-4-cyano-1H-pyrazol-5-yl]amino}pyridin-2-yl)oxy]-3,6,9,12-tetraoxatetradecanoate NC1=CC=C(C=C1)C1=NN(C(=C1C#N)NC1=CC(=NC=C1)OCCOCCOCCOCCOCC(=O)OC(C)(C)C)C(C)(C)C